C(CCC)C1=C(C=C(O)C=C1)O 4-butylresorcinol